(S)-6-((2,4-difluorobenzyl)oxy)-10,10a-dihydro-1H-oxazolo[3',4':3,4]imidazo[1,2-c]pyrimidin-8(3H)-one FC1=C(COC=2C=C3N(C(N2)=O)C[C@@H]2N3COC2)C=CC(=C1)F